NC1=NC(=NC=2N(CC(NC12)=O)CC1=CC(=CC=C1)CN1CCCC1)N[C@H](COC)C (S)-4-amino-2-((1-methoxypropan-2-yl)amino)-8-(3-(pyrrolidin-1-ylmethyl)benzyl)-7,8-dihydropteridin-6(5H)-one